7-hydroxy-5-propyl-8-(m-tolyl)-4H-benzo[d][1,3]dioxin-4-one OC=1C=C(C2=C(OCOC2=O)C1C=1C=C(C=CC1)C)CCC